FC1=C(C=CC2=C1SC1=C2C=CC(=C1)C1=CCC(CC1)CCC)OC(F)(F)F 4-fluoro-7-(4-propyl-cyclohex-1-enyl)-3-trifluoromethoxy-dibenzothiophene